FC(CC)(F)C=1C=C(C=CC1)NC(=O)C1C(=NN(C1=O)C1=CC=C2C=CN(C2=C1)C(C1=CC(=CC=C1)O)=O)C N-(3-(1,1-difluoropropyl)phenyl)-1-(1-(3-hydroxybenzoyl)-1H-indol-6-yl)-3-methyl-5-oxo-4,5-dihydro-1H-pyrazole-4-carboxamide